2-chloro-5-(trifluoromethyl)benzaldehyde oxime ClC1=C(C=NO)C=C(C=C1)C(F)(F)F